(S)-3-((2-Chloro-5-(5-(2-hydroxypropan-2-yl)pyrimidin-2-yl)pyridin-4-yl)amino)butan-1-ol ClC1=NC=C(C(=C1)N[C@H](CCO)C)C1=NC=C(C=N1)C(C)(C)O